FC=1C=C2CCN(CC2=C(C1)F)C(=O)OC(C)(C)C tert-Butyl 6,8-difluoro-3,4-dihydroisoquinoline-2(1H)-carboxylate